FC=1C=C(C=C(C1)I)N(C1CCOCC1)C N-(3-fluoro-5-iodophenyl)-N-methyltetrahydro-2H-pyran-4-amine